N-(Benzo[d]isothiazol-3-yl)-4-bromo-2,6-difluorobenzamide S1N=C(C2=C1C=CC=C2)NC(C2=C(C=C(C=C2F)Br)F)=O